8-chloro-N-(2,2-difluorobenzo[d][1,3]dioxol-5-yl)-7-methylquinolin-2-amine ClC=1C(=CC=C2C=CC(=NC12)NC1=CC2=C(OC(O2)(F)F)C=C1)C